C(C)(C)[Si](OC1=CC2=C(C=CC=C2C(=C1)B1OC(C(O1)(C)C)(C)C)C)(C(C)C)C(C)C triisopropyl((8-methyl-4-(4,4,5,5-tetramethyl-1,3,2-dioxaborolan-2-yl)naphthalen-2-yl)oxy)silane